FC(C1=CC=C(C=N1)C(C)OCC(=O)N1CC2CCC(C1)N2C2=NC=C(C#N)C=C2)(F)F 6-(3-(2-(1-(6-(trifluoromethyl)pyridin-3-yl)ethoxy)acetyl)-3,8-diazabicyclo[3.2.1]octan-8-yl)nicotinonitrile